CC(=O)[C@H]1CC[C@@H]2[C@@]1(C[C@H]([C@H]3[C@H]2CCC4=CC(=O)CC[C@]34C)O[C@H]5[C@@H]([C@H]([C@@H]([C@H](O5)C(=O)O)O)O)O)C The molecule is a steroid glucosiduronic acid comprising 11alpha-hydroxyprogesterone having a beta-Dglucosiduronic acid residue attached to the 11-hydroxy group via a glycosidic linkage. It derives from an 11alpha-hydroxyprogesterone.